1-BENZYL-PYRROL-2-YLBORONIC ACID C(C1=CC=CC=C1)N1C(=CC=C1)B(O)O